5-fluoro-4-(2,2,6,6-tetramethylpiperidin-4-yl)pyrimidin-2-amine FC=1C(=NC(=NC1)N)C1CC(NC(C1)(C)C)(C)C